(R)-2-(6-(3-fluoropiperidin-1-yl)pyridin-3-yl)-5-(1-methyl-1H-pyrazol-4-yl)-6,7-dihydrothiazolo[5,4-c]pyridin-4(5H)-one F[C@H]1CN(CCC1)C1=CC=C(C=N1)C=1SC=2C(N(CCC2N1)C=1C=NN(C1)C)=O